BrCCCCOC1=CC=C2CCC(NC2=C1)=O 7-(4-bromo-butoxy)-3,4-dihydro-1H-quinolin-2-one